C(=O)(C=C)N1CCN(CC1)C1=C(C(=NC2=C(C=CC=C12)OC1=C(C=CC=2NC(NC21)=O)C)C2=C1CCN(CC1=CC=C2)C)C#N 4-(4-Acrylpiperazin-1-yl)-2-(2-methyl-1,2,3,4-tetrahydroisoquinolin-5-yl)-8-((5-methyl-2-oxo-2,3-dihydro-1H-benzo[d]imidazol-4-yl)oxy)quinoline-3-carbonitrile